OC=1C(=NC=CC1OC)C(=O)N[C@@H](C)C(=O)O[C@@H](C)[C@H](C)C1=C(C=CC=C1)C (2S,3R)-3-(o-tolyl)butan-2-yl (3-hydroxy-4-methoxypicolinoyl)-L-alaninate